C(C)OCC1(CCN(CC1)CC1CCC(CC1)N)CCC1=CC=CC=C1 4-((4-(ethoxymethyl)-4-phenethylpiperidin-1-yl)methyl)cyclohexylamine